5-[5-cyano-3-ethoxycarbonyl-2-[2-(4-fluorophenyl)ethyl]-6-methoxy-1,4-dihydropyridin-4-yl]thiophene-2-carboxylic acid C(#N)C=1C(C(=C(NC1OC)CCC1=CC=C(C=C1)F)C(=O)OCC)C1=CC=C(S1)C(=O)O